C1(=NNN=C1Br)Br 4,5-dibromo-2H-triazole